C(C1=CC=CC=C1)C=1NC(=NN1)C(=O)NC1=NC=CC(=C1)C1=C(C=CC=C1)Cl 5-benzyl-N-(4-(2-chlorophenyl)pyridin-2-yl)-4H-1,2,4-triazole-3-carboxamide